(R)-tert-Butyl 3-(((4-((1,3-dioxoisoindolin-2-yl)methyl)benzyl)((S)-5,6,7,8-tetrahydroquinolin-8-yl)amino)methyl)-3,4-dihydroisoquinoline-2(1H)-carboxylate O=C1N(C(C2=CC=CC=C12)=O)CC1=CC=C(CN([C@H]2CCCC=3C=CC=NC23)C[C@@H]2N(CC3=CC=CC=C3C2)C(=O)OC(C)(C)C)C=C1